octylammonium C(CCCCCCC)[NH3+]